(5-Chloro-4-methyl-3-nitropyridin-2-yl)(7-fluoro-1-(tetrahydro-2H-pyran-2-yl)-1H-indazol-4-yl)methanone ClC=1C(=C(C(=NC1)C(=O)C1=C2C=NN(C2=C(C=C1)F)C1OCCCC1)[N+](=O)[O-])C